1-(phenethyl)-5-propyl-biguanide C(CC1=CC=CC=C1)NC(=N)NC(=N)NCCC